OC1=C(C=C(C=C1)C1C(C2(N3CCCC13)C(C1=CC=CC3=CC=CC2=C13)=O)C(C1=CC=C(C=C1)OC)=O)OC (4-hydroxy-3-methoxyphenyl)-2'-(4-methoxybenzoyl)-1',2',5',6',7',7a'-hexahydro-2H-spiro[acenaphthylene-1,3'-pyrrolizin]-2-one